C(CCCC(=O)OCC(COC(=O)OC1=CC=C(C=C1)[N+](=O)[O-])COC(CCCCCCC\C=C/C\C=C/CCCCC)=O)(=O)OC(CCCCCCCC)CCCCCCCC heptadecan-9-yl (3-(((4-nitrophenoxy)carbonyl)oxy)-2-((((9Z,12Z)-octadeca-9,12-dienoyl)oxy)methyl)propyl) glutarate